(7-(ethylsulfonamido)-2-azaspiro[3.5]nonan-2-yl)methanol C(C)S(=O)(=O)NC1CCC2(CN(C2)CO)CC1